1-(3-chloro-2-fluorobenzyl)-4-((6-((5-isopropyl-1H-pyrazol-3-yl)amino)-3-fluoropyridin-2-yl)methyl)-2-ethylpiperidine-4-carboxylic acid ClC=1C(=C(CN2C(CC(CC2)(C(=O)O)CC2=NC(=CC=C2F)NC2=NNC(=C2)C(C)C)CC)C=CC1)F